N-propylisoquinoline-3-carboxamide C(CC)NC(=O)C=1N=CC2=CC=CC=C2C1